tert-butyl ((3S,4S)-8-(3-iodo-1-(tetrahydro-2H-pyran-2-yl)-1H-pyrazolo[3,4-b]pyrazine-6-yl)-3-methyl-2-oxa-8-azaspiro[4.5]decan-4-yl)carbamate IC1=NN(C2=NC(=CN=C21)N2CCC1([C@@H]([C@@H](OC1)C)NC(OC(C)(C)C)=O)CC2)C2OCCCC2